CC1NC(CC2(C1)C(NC1=CC=C(C=C12)C(F)(F)F)=O)C=1N=NN(C1)C 2'-methyl-6'-(1-methyltriazol-4-yl)-5-(trifluoromethyl)spiro[indolin-3,4'-piperidin]-2-one